CN(C)CC1=CC=C(CN2C(C(=C(C=C2C)OCC2=C(C=C(C=C2)F)F)Br)=O)C=C1 1-[4-(dimethylaminomethyl)benzyl]-3-bromo-4-[(2,4-difluorobenzyl)oxy]-6-methylpyridin-2(1H)-one